C(C1=CC=CC=C1)=CC(=O)C=CC1=CC=CC=C1.C(C1=CC=CC=C1)=CC(=O)C=CC1=CC=CC=C1.C(C1=CC=CC=C1)=CC(=O)C=CC1=CC=CC=C1.[Pd] Palladium tris(dibenzylideneacetone)